tert-Butyl (rac-(1S,6S)-6-(7-((tert-butoxycarbonyl)(thiophen-2-ylmethyl)amino)-5-chloro-3-iodothieno[3,2-b]pyridin-2-yl)cyclohex-3-en-1-yl)(methyl)carbamate C(C)(C)(C)OC(=O)N(C1=C2C(=NC(=C1)Cl)C(=C(S2)[C@H]2CC=CC[C@@H]2N(C(OC(C)(C)C)=O)C)I)CC=2SC=CC2 |r|